dimethyl-benzoyl-tartaric acid anhydride COC1C(C(=O)OC1=O)(OC)C(C1=CC=CC=C1)=O